2-(2'-methoxyphenyl)thiophene COC1=C(C=CC=C1)C=1SC=CC1